COC1=C(C=CC=C1)C1=C(C(=O)NC)C=CC(=C1)C(=O)N1CCCCC1 (2-methoxyphenyl)-N-methyl-4-(piperidine-1-carbonyl)benzamide